(1r,4S)-N-((S)-4-(5-(5-fluoro-2-methoxypyridin-4-yl)-1H-pyrazole-3-carbonyl)-4-azaspiro[2.5]octan-7-yl)-4-hydroxy-4-(trifluoromethyl)cyclohexane-1-carboxamide FC=1C(=CC(=NC1)OC)C1=CC(=NN1)C(=O)N1C2(CC2)C[C@H](CC1)NC(=O)C1CCC(CC1)(C(F)(F)F)O